C1CCN2CCCC12C(=O)[O-] hexahydro-1H-pyrrolizine-7a-carboxylate